9,10-difluoro-2-isopropylbenzo[e]thieno[3',2':5,6]benzo[1,2-b]thiepin-6(11H)-one FC1=C(C2=C(C(C3=C(SC2)C2=C(C=C3)C=C(S2)C(C)C)=O)C=C1)F